tert-butyl 4-[4-[[7-(cyanomethyl) quinazolin-4-yl]amino]cyclohexyl]piperazine-1-carboxylate C(#N)CC1=CC=C2C(=NC=NC2=C1)NC1CCC(CC1)N1CCN(CC1)C(=O)OC(C)(C)C